C[C@@H]1N(CCC1)CC1=NC2=C(N1)C=CC(=C2)NC(=O)C2=CC=C(C=C2)C=2C=NN(C2)C(CCC2CCN(CC2)C(=O)OC(C)(C)C)C tert-butyl 4-(3-(4-(4-((2-(((S)-2-methylpyrrolidin-1-yl)methyl)-1H-benzo[d]imidazol-5-yl)carbamoyl)phenyl)-1H-pyrazol-1-yl)butyl)piperidine-1-carboxylate